BrC1=CC=2C(C3=CC(=CC=C3C2C=C1)Br)(O)CC1=CC=C(C=C1)OC 2,7-dibromo-9-(4-methoxybenzyl)-9H-fluorene-9-ol